C1(=CC=CC=C1)CON1[C@@H]2CC[C@H](N(C1=O)C2)C(NC(CC2CCOCC2)=O)=N N-(((2S,5R)-6-(phenylmethyloxy)-7-oxo-1,6-diazabicyclo[3.2.1]oct-2-yl)(imino)methyl)-2-(tetrahydro-2H-pyran-4-yl)acetamide